(R)-N-(1-(3-(3-(N,N-dimethylsulfamoyl)phenyl)-2,6-dimethylimidazo[1,2-b]pyridazin-8-yl)pyrrolidin-3-yl)acetamide CN(S(=O)(=O)C=1C=C(C=CC1)C1=C(N=C2N1N=C(C=C2N2C[C@@H](CC2)NC(C)=O)C)C)C